C(C)(C)OC([C@H](CCC(C=[N+]=[N-])=O)NC([C@H](CC1=CNC2=C(C=CC=C12)C#N)OC)=O)=O.FC1=CC(=C(N)C(=C1)CC=C)CC=C 4-fluoro-2,6-bis(prop-2-en-1-yl)aniline isopropyl-(S)-2-((S)-3-(7-cyano-1H-indol-3-yl)-2-methoxypropanamido)-6-diazo-5-oxohexanoate